CSC=1C=C(C(=O)NC2=CC=C(C=C2)[C@H]2CNCCC2)C=CC1 (S)-3-(Methylthio)-N-(4-(piperidin-3-yl)phenyl)benzamide